NC1=NN(C(=C1)C=1C=C2CN(C(C2=C(C1)C)=O)[C@@H](C)C1CC1)C (S)-5-(3-amino-1-methyl-1H-pyrazol-5-yl)-2-(1-cyclopropylethyl)-7-methylisoindolin-1-one